O1OCCCCC1 [1,2]dioxepan